2-(2-pyridinyl)-triazole N1=C(C=CC=C1)N1N=CC=N1